N-(3,3-difluorocyclobutyl)-2-oxo-2-((4S,5S)-3,3,7,7-tetrafluoro-4-hydroxy-1-azaspiro[4.4]nonan-1-yl)acetamide FC1(CC(C1)NC(C(N1CC([C@H]([C@]12CC(CC2)(F)F)O)(F)F)=O)=O)F